Cl.N[C@H](C(=O)O)CC1=CC=C(C=C1)C1=CSC2=C1N=CN=C2O[C@@H](C(F)(F)F)C2=C(C=C(C=C2)Cl)C2=CC(=CC=C2)F (S)-2-amino-3-(4-(4-((R)-1-(5-chloro-3'-fluoro-[1,1'-biphenyl]-2-yl)-2,2,2-trifluoroethoxy)thieno[3,2-d]pyrimidin-7-yl)phenyl)propionic acid hydrochloride